(S)-2-(3-(2-(dimethylamino)ethyl)-6-oxopyridazin-1(6H)-yl)-4-methylpentanoic acid methyl ester COC([C@H](CC(C)C)N1N=C(C=CC1=O)CCN(C)C)=O